racemic-3-chloro-N-[1-(5-cyano-2-pyrimidin-2-yl-1,2,4-triazol-3-yl)ethyl]-5-(trifluoromethyl)benzamide ClC=1C=C(C(=O)N[C@H](C)C=2N(N=C(N2)C#N)C2=NC=CC=N2)C=C(C1)C(F)(F)F |r|